FC1(CCCC1)CN1N=CC(=C1)C=1C=CC(=NC1C1=CC=2N(C=C1)C=CN2)C#N 5-(1-((1-fluorocyclopentyl)methyl)-1H-pyrazol-4-yl)-6-(imidazo[1,2-a]pyridin-7-yl)picolinonitrile